NC1=CC(=NC=C1)OCCS(=O)(C)=NC(OCC1=CC=CC=C1)=O Benzyl ((2-((4-aminopyridin-2-yl)oxy)ethyl)(methyl)(oxo)-λ6-sulfanylidene)carbamate